{6-(2-hydroxy-prop-2-yl)-2-[2-(methylsulfonyl)ethyl]-2H-indazol-5-yl}-6-(trifluoromethyl)pyridine-2-carboxamide potassium perfluorooctanesulfonate potassium salt [K+].FC(C(C(C(C(C(C(C(F)(F)F)(F)F)(F)F)(F)F)(F)F)(F)F)(F)F)(S(=O)(=O)[O-])F.[K+].OC(C)(C)C=1C(=CC2=CN(N=C2C1)CCS(=O)(=O)C)C=1C(=NC(=CC1)C(F)(F)F)C(=O)N.FC(C(C(C(C(C(C(C(F)(F)F)(F)F)(F)F)(F)F)(F)F)(F)F)(F)F)(S(=O)(=O)[O-])F